C(C)OP(=O)(OCC)NC diethoxyphosphoryl-methylamine